C(C)(=O)NC1=NC=C(C(=C1)NC(OC(C)(C)C)=O)OCCN1CCN(CC1)C tert-butyl (2-acetamido-5-(2-(4-methylpiperazin-1-yl)ethoxy)pyridin-4-yl)carbamate